ClC1=CC(=C(C=C1)C1(OC2=C(O1)C=CC=C2C2CCN(CC2)CC2=NC1=C(N2C[C@H]2OCC2)C=C(C=C1)C(=O)O)C)F 2-({4-[2-(4-chloro-2-fluorophenyl)-2-methyl-1,3-benzodioxol-4-yl]piperidin-1-yl}methyl)-1-[(2S)-oxetan-2-ylmethyl]-1H-benzoimidazole-6-carboxylic acid